sodium ((1R,2R)-2-((E)-prop-1-en-1-yl) cyclopropyl)methanesulfinate C(=C\C)/[C@@H]1[C@@H](C1)CS(=O)[O-].[Na+]